(5-bromo-2-formylthiophene-3-yl)carbamic acid tert-butyl ester C(C)(C)(C)OC(NC1=C(SC(=C1)Br)C=O)=O